N1CCC=CCC1 2,3,6,7-tetrahydroazepine